NC1=CC(=C(C(=N1)[C@@H]1[C@H](CC=2C=NC(=NC2C1)OC[C@]12CCCN2C[C@@H](C1)F)C)C(F)(F)F)C (6S,7S)-7-(6-amino-4-methyl-3-(trifluoromethyl)pyridin-2-yl)-2-(((2R,7aS)-2-fluorotetrahydro-1H-pyrrolizin-7a(5H)-yl)methoxy)-6-methyl-5,6,7,8-tetrahydroquinazolin